2-(4-(6-(4-Chloro-2-fluorobenzyloxy)pyridin-2-yl)-2-fluorobenzyl)-1-((1-ethyl-1H-imidazol-5-yl)methyl)-1H-benzo[d]imidazol ClC1=CC(=C(COC2=CC=CC(=N2)C2=CC(=C(CC3=NC4=C(N3CC3=CN=CN3CC)C=CC=C4)C=C2)F)C=C1)F